(R)-4-((1r,4S)-4-(4-bromo-3-methylphenoxy)cyclohexyl)butan-2-yl 4-methylbenzenesulfonate CC1=CC=C(C=C1)S(=O)(=O)O[C@H](C)CCC1CCC(CC1)OC1=CC(=C(C=C1)Br)C